N1C(=NC2=C1C=CC=C2)C21CC3(CC(CC(C2)C3)C1)NC(=O)C1=NC(=CC=C1)C 6-Methyl-pyridine-2-carboxylic acid [3-(1H-benzimidazol-2-yl)-adamantan-1-yl]-amide